C1(CC1)C(=O)N1[C@@H](CN(CC1)C1=NC=C(C(=N1)C=1C=NN(C1)C)SC)C 2-[(3R)-4-(cyclopropylcarbonyl)-3-methylpiperazin-1-yl]-4-(1-methyl-1H-pyrazol-4-yl)-5-(methylsulfanyl)pyrimidine